C1(=CC=CC=C1)P(=O)(C1=CC=CC=C1)Cl Diphenyl-hypophosphorous acid chloride